N-[(4S)-3,4-dihydro-2H-chromen-4-yl]-4-(oxetan-3-yl)-8-(2,3,5-trifluorophenyl)quinoline-3-carboxamide O1CC[C@@H](C2=CC=CC=C12)NC(=O)C=1C=NC2=C(C=CC=C2C1C1COC1)C1=C(C(=CC(=C1)F)F)F